(2E)-3,7-dimethyl-2,6-octadienoic acid C\C(=C/C(=O)O)\CCC=C(C)C